ClC=1C2=C(N=CN1)NC(=C2)C2=CC=C(CCN1CCC3(CCN(C3)C(=O)OC(C)(C)C)CC1)C=C2 Tert-butyl 8-(4-(4-chloro-7H-pyrrolo[2,3-d]pyrimidin-6-yl) phenethyl)-2,8-diazaspiro[4.5]decan-2-carboxylate